C1=NC=CC2=CC=CC(=C12)C=1C=C2CC(C(C2=CC1)NC(O[C@@H]1CN2CCC1CC2)=O)(C)C (S)-quinuclidin-3-yl (5-(isoquinolin-8-yl)-2,2-dimethyl-2,3-dihydro-1H-inden-1-yl)carbamate